tert-butyl r-(6,7-dimethoxyquinolin-4-yl)-[3,4'-bipiperidine]-1-carboxylate COC=1C=C2C(=CC=NC2=CC1OC)[C@@H]1N(CCCC1C1CCNCC1)C(=O)OC(C)(C)C